bromoethanesulfonate sodium salt [Na+].BrC(C)S(=O)(=O)[O-]